(2r,3s,5r)-5-(6-amino-2-fluoro-purin-9-yl)-2-ethynyl-3-hydroxy-tetrahydrofuran-2-yl carbonate C(O[C@]1(O[C@H](C[C@@H]1O)N1C2=NC(=NC(=C2N=C1)N)F)C#C)([O-])=O